NCC1=CC=C(C=C1)NC(=O)C1=CC2=C(OCCC3=C2SC=C3)C=C1C=1C(=NC(=CC1)C(NCC(C)(C)C)=O)C(=O)O 3-(9-((4-(aminomethyl)phenyl)carbamoyl)-4,5-dihydrobenzo[b]thieno[2,3-d]oxepin-8-yl)-6-(neopentylcarbamoyl)picolinic acid